FC(C(C(C(F)(F)F)(F)F)(F)F)(S(=O)(=O)[O-])F.C(CCCCCCC)[N+](CCO)(C)C Octyl-dimethyl-2-hydroxyethyl-ammonium perfluorobutanesulfonate